s-pentyl acetate C(C)(=O)OC(C)CCC